3-(3-(1-(2-(2-Fluoro-5-((6-fluoro-4-(methylsulfonyl)-1H-indol-5-yl)oxy)phenyl)-1H-imidazol-5-yl)-1-hydroxyethyl)phenyl)propanoic acid FC1=C(C=C(C=C1)OC=1C(=C2C=CNC2=CC1F)S(=O)(=O)C)C=1NC(=CN1)C(C)(O)C=1C=C(C=CC1)CCC(=O)O